O=C1NC(CC1C(=O)OC1=CC2=NC(C(C[C@H](N)C(=O)O)=C2C=C1)(C)C)C1=CC=CC=C1 2,2-dimethyltryptophan-6-yl 2-oxo-5-phenylpyrrolidine-3-carboxylate